NC1=NC(=C2N=CN(C2=N1)CC(=O)NC1=CC(=NN1CC)C)NC1=CC=C(C=C1)OC=1C=NC=CC1 2-(2-amino-6-((4-(pyridin-3-yloxy)phenyl)amino)-9H-purin-9-yl)-N-(1-ethyl-3-methyl-1H-pyrazol-5-yl)acetamide